CC1=CC(CC(C1)(C)C)=C(C#N)C#N (3,5,5-trimethylcyclohex-2-eneylidene)malononitrile